4-((7-(5-Chloro-1-((4-fluoropiperidin-4-yl)methyl)-1H-indol-7-yl)thieno[3,2-b]pyridin-2-yl)methyl)morpholine-3,5-dione trifluoroacetate FC(C(=O)O)(F)F.ClC=1C=C2C=CN(C2=C(C1)C1=C2C(=NC=C1)C=C(S2)CN2C(COCC2=O)=O)CC2(CCNCC2)F